1-docosanoyl-2-dodecanoyl-glycero-3-phosphoserine C(CCCCCCCCCCCCCCCCCCCCC)(=O)OCC(OC(CCCCCCCCCCC)=O)COP(=O)(O)OC[C@H](N)C(=O)O